N1(CCOCC1)NC(C1=C(C=C(C(=C1)S(=O)(=O)N)Cl)NCC=1OC=CC1)=O N-Morpholinyl-5-aminosulfonyl-4-chloro-2-[(furanylmethyl)amino]benzamide